C(CCCCCCC)OC(CCCCCCC(CC)O)OCCCCCCCC 10,10-dioctyloxy-3-decanol